C(C1=CC=CC=C1)OC=1C(=[N+](C=CC1)[O-])C(=O)OC 3-(benzyloxy)-2-(methoxycarbonyl)pyridine 1-oxide